2-(2,4-dioxo-3,4-dihydropyrimidin-1(2H)-yl)acetaldehyde O=C1N(C=CC(N1)=O)CC=O